3,3-dimethyl-7-oxo-4-thia-1-azabicyclo[3.2.0]Heptane-2-carboxylic acid CC1(C(N2C(CC2S1)=O)C(=O)O)C